BrC1=C(C=C(C=C1)C1(NC2=C(N1)C(=CC=C2OC)OC)C2=CC=CC=C2)F 2-(4-bromo-3-fluorophenyl)-4,7-dimethoxy-2-phenyl-1H-benzo[d]imidazole